4-((4,6-bis((3-(diundecylamino)propyl)amino)-1,3,5-triazin-2-yl)amino)butan-1-ol C(CCCCCCCCCC)N(CCCNC1=NC(=NC(=N1)NCCCN(CCCCCCCCCCC)CCCCCCCCCCC)NCCCCO)CCCCCCCCCCC